4,5-dihydro-3H-1λ6-isothiazole [SH3]1=NCCC1